FC(C(=O)O)(F)F.FC(C(=O)O)(F)F.C1(=CC=CC=C1)C(C(=O)N)C1=CC=CC=C1 α-phenyl-benzeneacetamide ditrifluoroacetate